C(C)(C)OC1=NC=2N(C=C1C(=O)NC=1C(N(C=CC1)[C@H]1[C@@H](C1)OC)=O)C=C(N2)C21COC(C2)(C1)C 7-isopropoxy-N-(1-((1R,2R)-2-methoxycyclopropyl)-2-oxo-1,2-dihydropyridin-3-yl)-2-(1-methyl-2-oxabicyclo[2.1.1]hex-4-yl)imidazo[1,2-a]pyrimidine-6-carboxamide